NC1=C(C=C(C=C1)C1=CC=CC(=C1)F)[N+](=O)[O-] 4'-amino-5-fluoro-3'-nitro-[1,1'-biphenyl]